NC(=O)N racemic-urea